N-(4-hydroxy-1-naphthyl)acrylamide OC1=CC=C(C2=CC=CC=C12)NC(C=C)=O